C(CCCCCCCCCCCCCCCC=CCCC)(=O)O 17-Heneicosenoic acid